o-aminoanisole-4-sulfonic acid NC1=C(C=CC(=C1)S(=O)(=O)O)OC